ClC=1C=C(COCCC)C=CC1Cl 1-((3,4-dichlorobenzyl)oxy)propan